8-bromo-3,6-dimethyl-2-(1-methyl-1H-imidazol-2-yl)quinazolin-4(3H)-one BrC=1C=C(C=C2C(N(C(=NC12)C=1N(C=CN1)C)C)=O)C